FC1=CC=C(C=C1)C1=CC(OC2=C1C(=CC(=C2)O)O)=O 4-(4-fluorophenyl)-5,7-dihydroxy-2H-1-benzopyran-2-one